O=C1N(CCC1)NCC=1N=C2N(C=C(C=C2)C#N)C1 2-[[(2-oxopyrrolidin-1-yl)amino]methyl]imidazo[1,2-a]pyridine-6-carbonitrile